tert-butyl 9-(4-amino-5-(6-methoxypyridin-3-yl)-7-methyl-7H-pyrrolo[2,3-d]pyrimidin-6-yl)-2-methyl-3-azaspiro[5.5]undec-8-ene-3-carboxylate NC=1C2=C(N=CN1)N(C(=C2C=2C=NC(=CC2)OC)C2=CCC1(CCN(C(C1)C)C(=O)OC(C)(C)C)CC2)C